C1(CCCC1)OC(CC=CC)CC=CC 2-cyclopentoxy-1,3-dipropenyl-propane